C(CCCC)NC1=CC=CC=2C(=CC=CC12)NCCCCC N1,N5-diamyl-naphthalene-1,5-diamine